3-(1-phenyl-1H-benzo[d]imidazol-2-yl)-2,4,5,6-tetrakis(5H-pyrido[4,3-b]indol-5-yl)benzonitrile C1(=CC=CC=C1)N1C(=NC2=C1C=CC=C2)C=2C(=C(C#N)C(=C(C2N2C1=C(C=3C=CC=CC23)C=NC=C1)N1C2=C(C=3C=CC=CC13)C=NC=C2)N2C1=C(C=3C=CC=CC23)C=NC=C1)N1C2=C(C=3C=CC=CC13)C=NC=C2